C(C1=CC=CC=C1)(=O)OC[C@H]1O[C@H]([C@H]([C@@H]1OC(C1=CC=CC=C1)=O)F)N1C2=NC(=NC(=C2N=C1)NC(CC)CC)C(F)(F)F [(2R,3R,4S,5R)-3-benzoyloxy-5-[6-(1-ethylpropylamino)-2-(trifluoromethyl)purin-9-yl]-4-fluoro-tetrahydrofuran-2-yl]methyl benzoate